CC1=C(C2=CC=CC=C2C=C1C)C1=C(C(=CC2=CC=CC=C12)C)C 2,2',3,3'-tetramethyl-1,1'-binaphthalene